N-(((9H-fluoren-9-yl)methoxy)carbonyl)-O-(tert-butyldimethylsilyl)-D-serine C1=CC=CC=2C3=CC=CC=C3C(C12)COC(=O)N[C@H](CO[Si](C)(C)C(C)(C)C)C(=O)O